4-((2-(2,6-dioxopiperidin-3-yl)-1-oxoisoindolin-4-yl)oxy)-N-((tetrahydro-2H-pyran-2-yl)oxy)butanamide O=C1NC(CCC1N1C(C2=CC=CC(=C2C1)OCCCC(=O)NOC1OCCCC1)=O)=O